2,4-difluoro-N-(2-methoxy-5-(4-(piperazin-1-yl)pyrido[3,2-d]pyrimidin-6-yl)pyridin-3-yl)benzenesulfonamide trifluoroacetate FC(C(=O)O)(F)F.FC1=C(C=CC(=C1)F)S(=O)(=O)NC=1C(=NC=C(C1)C=1C=CC=2N=CN=C(C2N1)N1CCNCC1)OC